(5-(5-chloro-2-methoxypyridin-4-yl)-1H-pyrazole-3-carbonyl)-N-(3-chlorobenzyl)-2,6-dimethylpiperidine-4-carboxamide ClC=1C(=CC(=NC1)OC)C1=CC(=NN1)C(=O)N1C(CC(CC1C)C(=O)NCC1=CC(=CC=C1)Cl)C